Cl.NCC1(CCCCC1)CC(=O)NS(=O)(=O)C1=CC=C(C=C1)N1N=C(C=C1C1=CC=C(C=C1)C)C(F)(F)F 2-(1-(aminomethyl)cyclohexyl)-N-((4-(5-(p-tolyl)-3-(trifluoromethyl)-1H-pyrazol-1-yl)phenyl)sulfonyl)acetamide hydrochloride